OCCCOC1=CC2=C(N=C(S2)CNC(OC(C)(C)C)=O)C=C1 Tert-butyl N-[[6-(3-hydroxypropoxy)-1,3-benzothiazol-2-yl]methyl]carbamate